CC(C#C)(C)NC(=O)C1=NC=CC(=C1)NC(CC1=CC(=CC=C1)C(F)(F)F)=O N-(1,1-dimethylprop-2-ynyl)-4-[[2-[3-(trifluoromethyl)phenyl]acetyl]amino]pyridine-2-carboxamide